difluoromethyl-but-2-ene FC(F)CC=CC